(S)-6-(1-amino-1,3-dihydrospiro[indene-2,4'-piperidine]-1'-yl)-3-(2-methyl-4-(trifluoromethyl)-7,8-dihydroquinolin-5-yl)-1,5-dihydro-4H-pyrazolo[3,4-d]pyrimidin-4-one N[C@@H]1C2=CC=CC=C2CC12CCN(CC2)C=2NC(C1=C(N2)NN=C1C=1C=2C(=CC(=NC2CCC1)C)C(F)(F)F)=O